BrC1C(C2=C(C=CC(=C2C1)C)C)O 2-bromo-4,7-dimethylindan-1-ol